(R)-4-((3S,5S,8S,9S,10S,11S,13R,14S,17R)-3,11-dihydroxy-10,13-dimethylhexadecahydro-1H-cyclopenta[a]phenanthren-17-yl)-1-morpholinopentan-1-one O[C@H]1CC[C@@]2([C@H]3[C@H](C[C@@]4([C@H](CC[C@H]4[C@@H]3CC[C@H]2C1)[C@@H](CCC(=O)N1CCOCC1)C)C)O)C